N1N=CC2=CC(=CC=C12)NC1=NC(=NC=C1)C1=CC=C2C(=CNC2=C1)C(=O)NC1=CN=NC=C1 6-(4-((1H-indazol-5-yl)amino)pyrimidin-2-yl)-N-(pyridazin-4-yl)-1H-indole-3-carboxamide